6-((1-benzylpiperidin-4-yl)(methyl)amino)-5-methyl-N-(thiazol-4-yl)pyridine-3-sulfonamide trifluoroacetate salt FC(C(=O)O)(F)F.C(C1=CC=CC=C1)N1CCC(CC1)N(C1=C(C=C(C=N1)S(=O)(=O)NC=1N=CSC1)C)C